3-(1,3-Dioxolan-2-yl)-2,6-difluoro-5-formylbenzonitrile O1C(OCC1)C=1C(=C(C#N)C(=C(C1)C=O)F)F